(5-bromo-2-methoxy-4-methylpyridin-3-yl)(2,3,4-trimethoxy-6-methylphenyl)methanone 2,6-diethyl-3,5-difluoro-4-methoxymethylbenzyl-2,2,3,3-tetramethylcyclopropanecarboxylate C(C)C1=C(COC(=O)C2C(C2(C)C)(C)C)C(=C(C(=C1F)COC)F)CC.BrC=1C(=C(C(=NC1)OC)C(=O)C1=C(C(=C(C=C1C)OC)OC)OC)C